C(C1CCC(CC1)N[C@@H](CC(=O)O)C(=O)O)C1CCC(CC1)N[C@@H](CC(=O)O)C(=O)O (methylenebis-4,1-cyclohexanediyl)bis(aspartic acid)